CN1N=C(C2=C1NCC=1CCCCC21)[C@@H]2CNCC2 (S)-3-methyl-1-(pyrrolidine-3-yl)-3,4,6,7,8,9-hexahydro-5H-pyrazolo[3,4-c]isoquinoline